(4aSR,8aSR)-5,5,8a-trimethyl-2-methylenedecahydronaphthalene-1-carbaldehyde CC1([C@@H]2CCC(C([C@]2(CCC1)C)C=O)=C)C |r|